OC1=C(C=C(C=C1)C(C)(C)C1=CC(=C(C(=C1)C)O)C)C 2-(4-hydroxy-3-methylphenyl)-2-(4-hydroxy-3,5-dimethylphenyl)propane